N-(N,N-dimethyl-2-aminocyclohepta[b]benzofur-9-yl)isoquinoline-1-carboxamide trifluoromethanesulfonate FC(S(=O)(=O)O)(F)F.CN(C1=CC=C2C(=C3C(O2)=CC=CC(=C3)NC(=O)C3=NC=CC2=CC=CC=C32)C1)C